C1(=CC=CC2=CC=CC=C12)C=1C2=CC=CC=C2C(=C2C=CC(=CC12)C1=CC2=CC=CC=C2C=C1)C1=CC=CC=C1 9-(1-naphthyl)-2-(2-naphthyl)-10-phenylanthracene